NCC1=NN2C(C(=CC(=C2)C2CC2)N2C(NC(C2)=O)=O)=N1 1-(2-(aminomethyl)-6-cyclopropyl-[1,2,4]triazolo[1,5-a]pyridin-8-yl)imidazolidine-2,4-dione